NC1=C(C2=NC=C(C=C2N1)Br)C(=O)OCC ethyl 2-amino-6-bromo-1H-pyrrolo[3,2-b]pyridine-3-carboxylate